C(#N)C1=CC(=C(C=C1)N1CC(N(C2(CC(C2)NC(=O)NC2COC2)C1=O)CC1=CC=C(C=C1)C(F)(F)F)=O)F 1-((2r,4r)-8-(4-cyano-2-fluorophenyl)-6,9-dioxo-5-(4-(trifluoromethyl)benzyl)-5,8-diazaspiro[3.5]nonan-2-yl)-3-(oxetan-3-yl)urea